5-[3-[4-(2-bromo-5-fluorophenoxy)-1-piperidinyl]-5-isoxazolyl]-2H-tetrazole-2-acetic acid BrC1=C(OC2CCN(CC2)C2=NOC(=C2)C=2N=NN(N2)CC(=O)O)C=C(C=C1)F